ClCCON1CCC(CC1)O 1-(2-chloroethoxy)piperidin-4-ol